(2S,3R)-1-{5-cyclopropyl-4-[1-(1-methyl-3-azetidinyl)-4-pyrazolyl]-6-(trifluoromethyl)-2-pyrimidinyl}-2-methyl-3-azetidinol C1(CC1)C=1C(=NC(=NC1C(F)(F)F)N1[C@H]([C@@H](C1)O)C)C=1C=NN(C1)C1CN(C1)C